N-(4-methylphenyl)-8-oxononanamide CC1=CC=C(C=C1)NC(CCCCCCC(C)=O)=O